ClC1=C(C(=O)N[C@H](C(=O)OC)CNC(=O)N[C@@H]2CCC3=CC=CC=C23)C(=CC=C1[N+](=O)[O-])Cl (S)-methyl 2-(2,6-dichloro-3-nitrobenzamido)-3-(3-((R)-2,3-dihydro-1H-inden-1-yl)ureido)propanoate